COC=1C=C(C=2N(C1)N=C(C2)C=2N=C1SC(=NN1C2)OC)OCC(=O)N2CCCC2 2-((6-methoxy-2-(2-methoxyimidazo[2,1-b][1,3,4]thiadiazol-6-yl)pyrazolo[1,5-a]pyridin-4-yl)oxy)-1-(pyrrolidin-1-yl)ethan-1-one